Ethyl-β-(4-hydroxy-3-methoxy-phenyl)-propionate C(C)OC(CCC1=CC(=C(C=C1)O)OC)=O